C(C)(C)(C)N1CCC2(CC1)COC1=C3CN(C(C3=C(C=C12)OC)=O)[C@@H]1C(NC(CC1)=O)=O tert-butyl-(S)-7-(2,6-dioxopiperidin-3-yl)-5-methoxy-6-oxo-7,8-dihydro-2H,6H-spiro[furo[2,3-e]isoindole-3,4'-piperidine]